N-hydroxy-4-(2-oxo-2-((4-(p-tolylamino)quinazolin-6-yl)amino)ethyl)benzamide ONC(C1=CC=C(C=C1)CC(NC=1C=C2C(=NC=NC2=CC1)NC1=CC=C(C=C1)C)=O)=O